Methyl (2S)-1-[(2S)-2-[(tert-butoxycarbonyl)amino]-3-[1-(triphenylmethyl)imidazol-4-yl]propanoyl]pyrrolidine-2-carboxylate C(C)(C)(C)OC(=O)N[C@H](C(=O)N1[C@@H](CCC1)C(=O)OC)CC=1N=CN(C1)C(C1=CC=CC=C1)(C1=CC=CC=C1)C1=CC=CC=C1